1,1,1-trichloro-3-fluoropropane ClC(CCF)(Cl)Cl